4-methoxy-4-phenylpyrrolidine-1,2-dicarboxamide COC1(CC(N(C1)C(=O)N)C(=O)N)C1=CC=CC=C1